ClC=1N=C(NC1)N1C(N(C(C1)C#N)C1=CN=CC2=CC=CC=C12)=O 1-(4-chloro-1H-imidazol-2-yl)-3-(isoquinolin-4-yl)-2-oxoimidazoline-4-carbonitrile